2-methyl-1,3-benzoxazol CC=1OC2=C(N1)C=CC=C2